NC1=CC=C2C(=N1)CCC2NC([C@H](C)NC(=O)[C@@H]2NCC[C@H](C2)C2=CC=CC=C2)=O (2R,4R)-N-((2S)-1-((2-amino-6,7-dihydro-5H-cyclopenta[b]pyridin-5-yl)amino)-1-oxopropan-2-yl)-4-phenylpiperidine-2-carboxamide